N1(N=CC=C1)CC=1C=CC(=NC1OC)C(=O)N[S@@](=O)(=N)C1=C(C=CC=C1OC)F (S)-5-((1H-pyrazol-1-yl)methyl)-N-(2-fluoro-6-methoxyphenylsulfonimidoyl)-6-methoxypicolinamide